CN(CCC1=CNC2=CC=C(C=C12)OC)C methyl-5-methoxy-N-methyltryptamine